ClC1=CC=C(OCC2=NN=C(O2)[C@@H]2CC[C@H](CC2)C(=O)OC)C=C1 trans-methyl 4-(5-((4-chlorophenoxy)methyl)-1,3,4-oxadiazol-2-yl)cyclohexanecarboxylate